20-Hexacosenoic acid C(CCCCCCCCCCCCCCCCCCC=CCCCCC)(=O)O